1,8-difluoro-3-(phenylsulfonyl)-7-(o-tolyl)-3,6-dihydropyrrolo[3,2-e]indazole FC1=NN(C=2C=CC3=C(C12)C(=C(N3)C3=C(C=CC=C3)C)F)S(=O)(=O)C3=CC=CC=C3